2-hydroxy-1-piperazin-1-yl-ethanone OCC(=O)N1CCNCC1